NC1=CC=CC(=N1)S(=O)(=O)NC(=O)C=1C(=NC(=CC1)C1=CC(=CC(=C1)OCC(C)C)F)N1C(C(CC1)CC1=CC=CC=C1)C N-[(6-Amino-2-pyridyl)sulfonyl]-2-(3-benzyl-2-methylpyrrolidin-1-yl)-6-(3-fluoro-5-isobutoxyphenyl)pyridin-3-carboxamid